BrC1=CC=C2C3(CN(C2=C1)C)CCC3 6'-bromo-1'-methylspiro[cyclobutane-1,3'-indoline]